N-[1-(5-bromothiophen-3-yl)ethyl]-6,7-dimethoxy-2-methylquinazolin-4-amine BrC1=CC(=CS1)C(C)NC1=NC(=NC2=CC(=C(C=C12)OC)OC)C